Pentaerythritol tetrakis(thioglycolate) C(CS)(=O)OCC(COC(CS)=O)(COC(CS)=O)COC(CS)=O